OC1=CC=C(C=C1)C1=CC(=NN1)NC1=C(C=C(C=C1)NC(OCC)=O)C ethyl (4-((5-(4-hydroxyphenyl)-1H-pyrazol-3-yl)amino)-3-methylphenyl)carbamat